tert-butyl (1S,5R)-2,2-difluoro-1,5-dimethyl-3-oxo-8-azabicyclo[3.2.1]octane-8-carboxylate FC1([C@@]2(CC[C@](CC1=O)(N2C(=O)OC(C)(C)C)C)C)F